CC1=NN(C(=C1C1=CC=C(NC([C@H](C2CCC(CC2)C)NC(=O)C=2N(N=CC2)CCS(=O)C)=O)C=C1)C)COCC[Si](C)(C)C N-[(1S)-2-[4-[3,5-dimethyl-1-(2-trimethylsilylethoxymethyl)pyrazol-4-yl]anilino]-1-(4-methylcyclohexyl)-2-oxo-ethyl]-2-(2-methylsulfinylethyl)pyrazole-3-carboxamide